naphthalene-1,2-diamine C=1(C(=CC=C2C=CC=CC12)N)N